FC=1C=C(C=C(C1C)[N+](=O)[O-])C(CNC(=O)C1CN(C1)C(=O)OCC1=CC=CC=C1)=O benzyl 3-((2-(3-fluoro-4-methyl-5-nitrophenyl)-2-oxoethyl)carbamoyl)azetidine-1-carboxylate